(N,N-dimethylsulfamoyl)-3,4,5,6-tetrafluoro-N,N-dimethylbenzamide CN(S(=O)(=O)C1=C(C(=O)N(C)C)C(=C(C(=C1F)F)F)F)C